ClC=1C=CC=CC1OCC1=NC=CC=C1 3-chloro-4-(pyridin-2-ylmethoxy)benzene